(3S,4S)-1-(4-((5-isopropyl-8-((2R,3S)-2-methyl-3-(4-methyl-4H-1,2,4-triazol-3-yl)azetidin-1-yl)isoquinolin-3-yl)amino)pyrimidin-2-yl)-4-methoxypiperidin-3-ol C(C)(C)C1=C2C=C(N=CC2=C(C=C1)N1[C@@H]([C@H](C1)C1=NN=CN1C)C)NC1=NC(=NC=C1)N1C[C@@H]([C@H](CC1)OC)O